ClC1=CC=C(C=C1)/C=C/C(C)=O (E)-4-(4-chlorophenyl)but-3-en-2-one